Triethyl-(amino)germanium C(C)[Ge](N)(CC)CC